tert-butyl (1R,5S,6r)-6-[5-(hydroxymethyl)-4-methyl-1,2-oxazol-3-yl]-3-azabicyclo[3.1.0]hexane-3-carboxylate OCC1=C(C(=NO1)C1[C@H]2CN(C[C@@H]12)C(=O)OC(C)(C)C)C